O2-tert-Butyl O3-methyl 5-chloro-6-methoxy-3,4-dihydro-1H-isoquinoline-2,3-dicarboxylate ClC1=C2CC(N(CC2=CC=C1OC)C(=O)OC(C)(C)C)C(=O)OC